[C@@H]12N(CC[C@H]2C1)C(=O)[C@@H]1CCCC=2N1C(N(N2)CC=2C=NC(=CC2)Cl)=O |&1:0,4| (5S)-5-[(1RS,5SR)-2-Azabicyclo[3.1.0]hex-2-ylcarbonyl]-2-[(6-chloropyridin-3-yl)methyl]-5,6,7,8-tetrahydro[1,2,4]triazolo[4,3-a]pyridin-3(2H)-one